2,5-dimethyl-2,5-bis-(benzoylperoxy)hexane CC(C)(CCC(C)(OOC(C1=CC=CC=C1)=O)C)OOC(C1=CC=CC=C1)=O